FC=1C=C(C=C(C1C(F)(F)F)F)C1=C(C=C(C=C1)C1=CCC(CC1)C1OCC(CO1)CCC)F 2-[4-[4-[3,5-difluoro-4-(trifluoromethyl)phenyl]-3-fluoro-phenyl]cyclohex-3-en-1-yl]-5-propyl-1,3-dioxane